F[C@@H]1[C@@H](C1)NC1=CC=NC=C1C(=O)NC 4-(((1R,2S)-2-fluorocyclopropyl)amino)-N-methylnicotinamide